6-(3,4,5-trimethoxyphenyl)pyridineformaldehyde COC=1C=C(C=C(C1OC)OC)C1=CC=CC(=N1)C=O